Ethyl 2-(4-((4-(4-ethoxyphenyl)-5-oxo-4,5-dihydro-1H-1,2,4-triazol-1-yl)methyl)-2-methylphenoxy)-2-meth-ylpropionate C(C)OC1=CC=C(C=C1)N1C=NN(C1=O)CC1=CC(=C(OC(C(=O)OCC)(C)C)C=C1)C